C(C)(=O)OCC=1C=C(C=CC1C)C(CC(=O)OCC)C1=C(C=2N(C=C1)C(=NN2)C2CC2)C ethyl 3-(3-(acetoxymethyl)-4-methylphenyl)-3-(3-cyclopropyl-8-methyl-[1,2,4]triazolo[4,3-a]pyridin-7-yl)propanoate